6-(3-methoxybenzylamino)-9-β-D-arabinofuranosylpurine COC=1C=C(CNC2=C3N=CN(C3=NC=N2)[C@H]2[C@@H](O)[C@H](O)[C@H](O2)CO)C=CC1